tert-butyl (2R,3S,4S)-3-{[2-(2,1,3-benzothiadiazol-5-ylmethoxy)acetyl]oxy}-4-[(tert-butoxycarbonyl)oxy]-2-[(4-methoxyphenyl)methyl]pyrrolidine-1-carboxylate N=1SN=C2C1C=CC(=C2)COCC(=O)O[C@H]2[C@H](N(C[C@@H]2OC(=O)OC(C)(C)C)C(=O)OC(C)(C)C)CC2=CC=C(C=C2)OC